ClC=1C=CC=C2C(=NC(=NC12)NN)N(C1=CC=CC=C1)C 8-chloro-2-hydrazinyl-N-methyl-N-Phenylquinazolin-4-amine